CN(C1=CC(=NN1C(=O)C1=C(OC=C1)C)C1C(CN(CC1C(F)(F)F)CC(=O)N1CCOCC1)=O)CC1=CC=C(C=C1)C(N)=N 4-({methyl[1-(2-methylfuran-3-carbonyl)-3-{1-[2-(morpholin-4-yl)-2-oxoethyl]-3-oxo-5-(trifluoromethyl)piperidin-4-yl}-1H-pyrazol-5-yl]amino}methyl)benzene-1-carboximidamide